rac-tert-butyl-3-(4-((3-methyl-4-((1-methyl-1H-benzo[d]imidazol-5-yl)oxy)phenyl)amino)pyrido[3,2-d]pyrimidin-6-yl)azepane-1-carboxylate C(C)(C)(C)OC(=O)N1C[C@@H](CCCC1)C=1C=CC=2N=CN=C(C2N1)NC1=CC(=C(C=C1)OC1=CC2=C(N(C=N2)C)C=C1)C |r|